BrC1=C(C=C(C=C1)C=1N=NC=CC1OC)OC 3-(4-bromo-3-methoxyphenyl)-4-methoxypyridazine